CC=1N=C(C2=C(N1)OC=C2C(=O)NCC2=NC=NC=C2)NC2(CC2)C methyl-4-[(1-methylcyclopropyl)amino]-N-(pyrimidin-4-ylmethyl)furo[2,3-d]pyrimidine-5-carboxamide